3-((S)-3-((R)-8-(1-(2-(benzyloxy)ethyl)-2,3-dihydro-1H-pyrido[2,3-b][1,4]oxazin-7-ylsulfonyl)-1-oxa-8-azaspiro[4.5]decan-3-ylamino)-2-hydroxypropoxy)-N-methylbenzenesulfonamide C(C1=CC=CC=C1)OCCN1C2=C(OCC1)N=CC(=C2)S(=O)(=O)N2CCC1(C[C@H](CO1)NC[C@@H](COC=1C=C(C=CC1)S(=O)(=O)NC)O)CC2